O=C1NC(CCC1N1C(C2=CC(=C(C=C2C1=O)F)N1CCN(CC1)C1CCN(CC1)C1=CC=C(C=C1)OC1=NC(=CC(=N1)N1CCOCC1)N1N=C(C=C1)C=1C=C(C=CC1)C)=O)=O 2-(2,6-Dioxopiperidin-3-yl)-5-fluoro-6-(4-(1-(4-((4-morpholino-6-(3-(m-tolyl)-1H-pyrazol-1-yl)pyrimidin-2-yl)oxy)phenyl)piperidin-4-yl)piperazin-1-yl)isoindoline-1,3-dione